tert-butyl (R)-4-(N-(2,2,2-trifluoro-1-(4-fluorophenyl)ethyl)sulfamoyl)-1H-indazole-1-carboxylate FC([C@@H](C1=CC=C(C=C1)F)NS(=O)(=O)C1=C2C=NN(C2=CC=C1)C(=O)OC(C)(C)C)(F)F